FC1=C(C(=C(C=O)C=C1)C)C 4-FLUORO-2,3-DIMETHYLBENZALDEHYDE